Cl.FC1=CC=C(C=C1)[C@@H]1N(CCC2=CC=CC=C12)C(=O)O[C@@H]1[C@H](CC1)N (1S,2S)-2-aminocyclobutyl (S)-1-(4-fluorophenyl)-3,4-dihydroisoquinoline-2(1H)-carboxylate hydrochloride